tert-butyl 2-methyl-oxirane-2-carboxylate CC1(OC1)C(=O)OC(C)(C)C